3-hydroxy-1-prop-2-enoyl-pyrrolidine-2-carboxamide OC1C(N(CC1)C(C=C)=O)C(=O)N